(R)-N-[(5S)-1'-[7-bromo-2-(hydroxymethyl)-6-methyl-pyrazolo[1,5-a]pyrazin-4-yl]spiro[5,7-dihydrocyclopenta[b]pyridine-6,4'-piperidine]-5-yl]-2-methyl-propane-2-sulfinamide BrC1=C(N=C(C=2N1N=C(C2)CO)N2CCC1(CC2)[C@@H](C=2C(=NC=CC2)C1)N[S@](=O)C(C)(C)C)C